Cl.FC(C1=CC=C(C=N1)NCC=1N=C(SC1)C(F)(F)F)(F)F (6-(trifluoromethyl)pyridin-3-yl)(2-(trifluoromethyl)thiazol-4-yl)methylamine hydrochloride